FC=1C=C(C(=O)N2CCC(CC2)NC2CC=CCC2)C=C(C1)F 4-((1-(3,5-difluorobenzoyl)piperidin-4-yl)amino)cyclohex-1-en